1-(6-chloro-1-methoxy-2,7-naphthyridin-4-yl)ethan-1-one ClC=1C=C2C(=CN=C(C2=CN1)OC)C(C)=O